ClC=1C=C2C(=CC1)NC(C21CCN(CC1)CCOC1=CC2=C(NC(=N2)C(C)(C)O)C(=C1)C(F)(F)F)=O 5-chloro-1'-{2-[2-(1-hydroxy-1-methylethyl)-7-(trifluoromethyl)-1H-1,3-benzimidazol-5-yloxy]ethyl}spiro[indoline-3,4'-piperidin]-2-one